CN(CCCN(CC(C)O)CCCN(C)C)C 1-[bis[3-(dimethyl-amino)propyl]amino]-2-propanol